N-(4-dodecylbenzyl)-7-phenylhept-6-ynamide C(CCCCCCCCCCC)C1=CC=C(CNC(CCCCC#CC2=CC=CC=C2)=O)C=C1